1-ethyl-1-(2,2,2-trifluoro-1-(5-methoxy-4-(8-methoxyimidazo[1,2-a]pyrazin-6-yl)pyridin-2-yl)ethyl)-3-((S)-1,1,1-trifluorobutan-2-yl)urea C(C)N(C(=O)N[C@H](C(F)(F)F)CC)C(C(F)(F)F)C1=NC=C(C(=C1)C=1N=C(C=2N(C1)C=CN2)OC)OC